CC1=C(C(=O)NC2(CC2)C2=C3CCCNC3=CC(=C2)C=C)C=C(C=C1)OCC1N(CC1)C 2-methyl-5-((1-methylazetidin-2-yl)methoxy)-N-(1-(7-vinyl-1,2,3,4-tetrahydroquinolin-5-yl)cyclopropyl)benzamide